C(CCC)[Sn](CCCC)=O dibutyltin (IV)-oxide